S(=O)(=O)(ON1[C@@H]2CC[C@H](N(C1=O)C2)C(N[C@@H]2CNCCC2)=N)O (2S,5R)-7-Oxo-2-(N-((S)-piperidin-3-yl) carbamimidoyl)-1,6-diazabicyclo[3.2.1]octan-6-yl hydrogen sulfate